ethyl 3-o-tolyl-3-oxopropionate C1(=C(C=CC=C1)C(CC(=O)OCC)=O)C